C(C=C)OC(=O)C1(C(CCCC1)=O)C 1-methyl-2-oxo-cyclohexanecarboxylic acid 2-propenyl ester